1-(tert-butyl) 2-methyl (2S,4S)-4-fluoro-2-(3-hydroxypropyl)pyrrolidine-1,2-dicarboxylate F[C@H]1C[C@](N(C1)C(=O)OC(C)(C)C)(C(=O)OC)CCCO